NC1=C(C=C(C(=N1)F)C=1C=CC(=C(C#N)C1)OC1CCN(CC1)CCOC)C=1C=C2CCNC(C2=CC1)=O 5-(6-amino-2-fluoro-5-(1-oxo-1,2,3,4-tetrahydroisoquinolin-6-yl)pyridin-3-yl)-2-((1-(2-methoxyethyl)piperidin-4-yl)oxy)benzonitrile